N1=NC(=CC=C1)COC=1C(=NC=C(C1)B1OC(C(O1)(C)C)(C)C)N 3-[(pyridazin-3-yl)methoxy]-5-(4,4,5,5-tetramethyl-1,3,2-dioxaborolan-2-yl)pyridin-2-amine